8-(2-(methoxycarbonyl)-6-(propylcarbamoyl)pyridin-3-yl)-4,5-dihydrobenzo[b]thieno[2,3-d]oxepine-9-carboxylic acid COC(=O)C1=NC(=CC=C1C=1C(=CC2=C(OCCC3=C2SC=C3)C1)C(=O)O)C(NCCC)=O